C1(CC1)C1=C(C(=NO1)C1=C(C=CC=C1Cl)Cl)COC12CCC(CC1)(CC2)CNC=2C=NC=C(C(=O)O)C2 5-(((4-((5-cyclopropyl-3-(2,6-dichlorophenyl)isoxazol-4-yl)methoxy)bicyclo[2.2.2]octan-1-yl)methyl)amino)nicotinic acid